R-propanediol C(CC)(O)O